ClC1=NC(=NC=C1C(F)(F)F)OC1CCN(CC1)C(=O)C1=CC=C(C=C1)C1(COC1)O (4-((4-chloro-5-(trifluoromethyl)pyrimidin-2-yl)oxy)piperidin-1-yl)(4-(3-hydroxyoxetan-3-yl)phenyl)methanone